FC(COC[C@H]1CC=2C(C=3N(C1)N=C1C3CN(CC1)C(=O)OC(C)(C)C)=NOC2)F |o1:5| (5S*)-tert-butyl 5-((2,2-difluoroethoxy)methyl)-5,6,9,10-tetrahydro-4H-isoxazolo[3,4-c]pyrido[4',3':3,4]-pyrazolo[1,5-a]azepine-11(12H)-carboxylate